CC1=C(CN(C(C2=CC=C(C=C2)C)=O)C2=CC=CC=C2)C(=CC(=C1)C)C=CC1=CC=C(C=C1)OC N-(2,4-dimethyl-6-(4-methoxystyryl)benzyl)-4-methyl-N-phenylbenzamide